FC1(C(N(C1)C1=NOC(C1)C1=NC=C(C=C1C1=C(C=C(C=C1F)F)F)C)CNS(=O)(=O)C)F N-[(3,3-difluoro-1-{5-[5-methyl-3-(2,4,6-trifluorophenyl)pyridin-2-yl]-4,5-dihydro-1,2-oxazol-3-yl}azetidin-2-yl)methyl]methanesulfonamide